COC=1C=C2C(C=C(OC2=CC1OC)CCC1=CC=CC=C1)=O 6,7-Dimethoxy-2-(phenylethyl)chromone